6-undecanthiol hydrochloride Cl.CCCCCC(CCCCC)S